FC=1C(=NC(=NC1)NC1=CC=C(C=N1)C1CCN(CC1)CC1=CC=C(C=C1)CO)C=1C=NN2C1[C@@H](CCCC2)C (R)-(4-((4-(6-((5-fluoro-4-(4-methyl-5,6,7,8-tetrahydro-4H-pyrazolo[1,5-a]azepin-3-yl)pyrimidin-2-yl)amino)pyridin-3-yl)piperidin-1-yl)methyl)phenyl)methanol